Ethyl 2-(2,6-dimethyl-4-(4-(4-(trifluoromethyl) phenyl) piperazin-1-yl) phenoxy)-2-methylpropionate CC1=C(OC(C(=O)OCC)(C)C)C(=CC(=C1)N1CCN(CC1)C1=CC=C(C=C1)C(F)(F)F)C